C[C@@]12CCC[C@@]([C@H]1CC[C@]34[C@H]2CC[C@H](C3)C(=C)C4)(C)C(=O)O The molecule is an ent-kaurane diterpenoid that is ent-kauran-19-oic acid in which a double bond is present at position 16(17); exhibits anticancer and anti-HIV 1 activity. It has a role as an anti-HIV-1 agent, an antineoplastic agent and a plant metabolite. It is a conjugate acid of an ent-kaur-16-en-19-oate.